CN(C)CC1=C(C=CC=C1)C1=CC=C(S1)C(C)NC1=NC(=NC2=CC(=C(C=C12)OC)OC)C N-[1-(5-{2-[(dimethylamino)methyl]phenyl}thiophen-2-yl)ethyl]-6,7-dimethoxy-2-methylquinazolin-4-amine